iminopyridine C1=CC=NC(=C1)N